CONC(OC(NOC)=N)=N N,N'-dimethoxydicarbonimidic Diamide